1,2-bis(trimethoxy)silyl-ethane tert-butyl-(4S)-4-(6-amino-7-(4-bromophenyl)-8-oxo-7,8-dihydro-9H-purin-9-yl)-3,3-difluoro-[1,4'-bipiperidine]-1'-carboxylate C(C)(C)(C)OC(=O)N1CCC(CC1)N1CC([C@H](CC1)N1C2=NC=NC(=C2N(C1=O)C1=CC=C(C=C1)Br)N)(F)F.CO[Si](CC[Si](OC)(OC)OC)(OC)OC